((2R,3R)-3-phenyl-1,4-dioxaspiro[4.5]decan-2-yl)methanol C1(=CC=CC=C1)[C@@H]1[C@H](OC2(O1)CCCCC2)CO